C(#N)C1=C(C=CC=C1)C([C@@H](C)C=1N(C(C(=C(N1)C(=O)NC=1C=NOC1)OC)=O)C)C1=C(C=CC=C1)C#N (R)-2-(1,1-bis(2-cyanophenyl)propan-2-yl)-N-(isoxazol-4-yl)-5-methoxy-1-methyl-6-oxo-1,6-dihydropyrimidine-4-carboxamide